acryloxymethyl-1,4,6-trioxaspiro[4.6]undecane C(C=C)(=O)OCC1OC2(OC1)OCCCCC2